Cl.[Si](C)(C)(C(C)(C)C)O[C@H]1[C@H](NC(C1)=O)C(=O)N(C)C1=CC(=C(C=C1)F)Cl (2S,3R)-3-[tert-butyl(dimethyl)silyl]oxy-N-(3-chloro-4-fluoro-phenyl)-N-methyl-5-oxo-pyrrolidine-2-carboxamide HCl salt